(3-fluoro-2-(pyrimidin-2-yl)phenyl)((1S,4R,6R)-6-((5-(trifluoromethyl)pyridin-2-yl)oxy)-2-azabicyclo[2.2.2]octan-2-yl)methanone FC=1C(=C(C=CC1)C(=O)N1[C@@H]2[C@@H](C[C@H](C1)CC2)OC2=NC=C(C=C2)C(F)(F)F)C2=NC=CC=N2